C(C1=CC=CC=C1)OC(=O)NCC(C(=O)O)NC(=O)OC(C)(C)C 3-(((benzyloxy)carbonyl)amino)-2-((boc)amino)propionic acid